ClC1=CC=C(C=C1)C1=NC(=NC(=C1)C1=CC=C(C=C1)OC)NC(CN1CCNCC1)=O N-(4-(4-chlorophenyl)-6-(4-methoxyphenyl)pyrimidin-2-yl)-2-(piperazin-1-yl)acetamide